N-(6-methyl-5-(7-(methylamino)-1,6-naphthyridin-3-yl)pyridin-3-yl)-4,5,6,7-tetrahydro-1H-indazole-3-carboxamide CC1=C(C=C(C=N1)NC(=O)C1=NNC=2CCCCC12)C=1C=NC2=CC(=NC=C2C1)NC